FC=1C(=C(C=CC1F)C(=O)N1CC(C1)NCC(C)C)NC1=C(C=C(C=C1)I)F 1-({3,4-difluoro-2-[(2-fluoro-4-iodophenyl)amino]Phenyl}carbonyl)-N-(2-methylpropyl)azetidin-3-amine